CC(C(=O)O)C(=O)O Methyl-malonic acid